FC1=CC=C(C=C1)C(CC1NCCC2=CC=C(C=C12)S(=O)(=O)N)C (2-(4-fluorophenyl)propyl)-1,2,3,4-tetrahydroisoquinoline-7-sulfonamide